[Cl-].C(C)OC(C(=C)C)=O.C[NH+](C)C TrimEthyl-Ammonium Ethyl-Methacrylate Chloride